[C@@H]1([C@H](C1)C(=O)O)C(=O)O (cis)-cyclopropane-1,2-dicarboxylic acid